BrC=1C=C(C=C(C1)C#N)C(CCC[C@H](C(=O)O)C)(OC)OC (R)-6-(3-bromo-5-cyanophenyl)-6,6-dimethoxy-2-methylhexanoic acid